{[3-fluoro-1-(3-fluoro(2-pyridyl))cyclobutyl]methyl}[5-(6-methoxy(3-pyridyl))pyrimidin-2-yl]amine FC1CC(C1)(C1=NC=CC=C1F)CNC1=NC=C(C=N1)C=1C=NC(=CC1)OC